(S)-4-Cyano-N-(1-(3-hydroxyazetidin-1-yl)pentan-2-yl)-N-methylbenzamide C(#N)C1=CC=C(C(=O)N(C)[C@H](CN2CC(C2)O)CCC)C=C1